L-4-nitrophthalic acid sulfate S(=O)(=O)(O)O.[N+](=O)([O-])C=1C=C(C(C(=O)O)=CC1)C(=O)O